COC1=C(C=CC=C1)C=CCNCC(COC1=CC=CC=C1)O ((3-(2-methoxyphenyl)allyl)amino)-3-phenoxypropan-2-ol